ClC1=C(C=CC=C1C1=C(C(=NC=C1)C1=CC(=C(C=C1)CNC1CCC(CC1)OC)OC)Cl)C1=CC=C(C(=N1)OC)CNC1CCC(CC1)OC (1s,4r)-N-((6-(2-chloro-3-(3-chloro-2-(3-methoxy-4-((((1s,4r)-4-methoxycyclohexyl)amino)methyl)phenyl)pyridin-4-yl)phenyl)-2-methoxypyridin-3-yl)methyl)-4-methoxycyclohexan-1-amine